ClC1=C2CC[C@@]3(CCC=4C(=NC(=NC4C3)OCC34CCCN4CCC3)N3C[C@@H](N(CC3)C(C(=C)F)=O)CC#N)C2=CC=C1 2-((S)-4-((R)-4-chloro-2'-((tetrahydro-1H-pyrrolizin-7a(5H)-yl)methoxy)-2,3,5',8'-tetrahydro-6'H-spiro[indene-1,7'-quinazolin]-4'-yl)-1-(2-fluoroacryloyl)piperazin-2-yl)acetonitrile